CC1CN(CC(C1)CN1CCN(CC1)C)C1=C2C=CC=NC2=C(C=C1)C(F)(F)F 5-[3-methyl-5-(4-methyl-piperazin-1-ylmethyl)-piperidin-1-yl]-8-trifluoromethyl-quinoline